C(C)C(C(=O)NCC(F)(F)F)N1C(NC2=C1C=CC=C2)=O ethyl-2-(2-oxo-3H-benzimidazol-1-yl)-N-(2,2,2-trifluoro-ethyl)acetamide